m-nitrocinnamamide [N+](=O)([O-])C=1C=C(C=CC(=O)N)C=CC1